3-fluoro-5-((6-(3-methylisoxazol-4-yl)-1-oxoisoquinolin-2(1H)-yl)methyl)-N-(1-methylpiperidin-4-yl)benzamide FC=1C=C(C(=O)NC2CCN(CC2)C)C=C(C1)CN1C(C2=CC=C(C=C2C=C1)C=1C(=NOC1)C)=O